N,N-dimethyl-decanoamide CN(C(CCCCCCCCC)=O)C